C(C1=CC=CC=C1)OC(=O)N1C(C(N(CC1)C=1N=C2N(C=C(C=C2)C(=O)OC)C1)=O)CCCO methyl 2-[4-benzyloxycarbonyl-3-(3-hydroxypropyl)-2-oxo-piperazin-1-yl]imidazo[1,2-a]pyridine-6-carboxylate